BrC=1C=C(C=CC1)N(C1=NC(=NC2=CC=CC=C12)Cl)C N-(3-bromophenyl)-2-chloro-N-methylquinazolin-4-amine